methyl 2-(cyanomethyl)-3-(4-methoxyphenyl)-3H-imidazo[4,5-b]pyridine-6-carboxylate C(#N)CC1=NC=2C(=NC=C(C2)C(=O)OC)N1C1=CC=C(C=C1)OC